[C@H]12N(CC[C@@H]2C1)C(=O)[C@@H]1CC=C(CC1)C1=C(N(C=2N=CN=C(C21)N)C)C2=CC=C(C=C2)NC(C(=C)C)=O N-(4-(5-((S)-4-((1S,5R)-2-azabicyclo[3.1.0]hexane-2-carbonyl)cyclohex-1-en-1-yl)-4-amino-7-methyl-7H-pyrrolo[2,3-d]pyrimidin-6-yl)phenyl)methacrylamide